ClC=1[C@]2(C)[C@@H](CC1)[C@@H]1CC=C3CCCC[C@]3(C)[C@H]1CC2 17-chloroandrosta-5,16-diene